CC1(OB(OC1(C)C)C1=C(COCCCCCCO)C=CC=C1)C 6-{[2-(4,4,5,5-tetramethyl-1,3,2-dioxaborolan-2-yl)benzyl]oxy}-1-hexanol